CSC=1N(C(N(C(N1)=O)C1=CN=CC2=CC=CC(=C12)C1=CC(=NC=C1)C(=O)OC)=O)CC1=C(C=C(C(=C1)F)F)F methyl 4-(4-(4-(methylthio)-2,6-dioxo-3-(2,4,5-trifluorobenzyl)-3,6-dihydro-1,3,5-triazin-1(2H)-yl)isoquinolin-5-yl)picolinate